((6-(5-(2-aminoacetamido)pyrimidin-2-yl)-1,2,4,5-tetrazin-3-yl)methyl)phosphonic acid NCC(=O)NC=1C=NC(=NC1)C1=NN=C(N=N1)CP(O)(O)=O